5-fluoro-2-bromo-11-(pyrrolidine-1-yl)-8H-dibenzo[3,4:6,7]cyclohepta[1,2-b]thiophen-8-one FC=1C=CC2=C(C3=C(SC(=C3)Br)C3=C(C2=O)C=CC(=C3)N3CCCC3)C1